C(=O)O.CC1(CCC2=C(C=CS2)C1)N1CCCC1 1-(5-methyl-6,7-dihydro-4H-benzothiophen-5-yl)pyrrolidine formate salt